ClC=1C(=CC(=C(C(=O)OC)C1)NC1=C(C=C(C=C1)F)C=O)C(F)(F)F methyl 5-chloro-2-((4-fluoro-2-formylphenyl)amino)-4-(trifluoromethyl)benzoate